Di-isobutyl ketone C(C(C)C)C(=O)CC(C)C